[6-Fluoro-8-(6-fluoro-1-methylsulfonyl-1H-indol-4-yl)-1,4,4-trimethyl-5H-[1,2,4]triazolo[4,3-a]quinoxalin-9-yl]-methyl-amine FC1=C2NC(C=3N(C2=C(C(=C1)C1=C2C=CN(C2=CC(=C1)F)S(=O)(=O)C)NC)C(=NN3)C)(C)C